NC1=NC=2C=CC(=CC2C2=C1C=NN2C)C(=O)N(N(C)C(=O)C2CC2)CC2=CC=C(C=C2)F 4-amino-N'-(cyclopropanecarbonyl)-N-(4-fluorobenzyl)-N',1-dimethyl-1H-pyrazolo[4,3-c]quinoline-8-carbohydrazide